CSC1=NN=C(O1)C=1C=C(C=C(C1)C=1OC(=NN1)SC)NC(CCC(=O)O)=O 4-(3,5-bis(5-methylsulfanyl-2-1,3,4-oxadiazolyl)phenylamino)-4-oxobutanoic acid